4-amino-N-((5R)-6,6-difluoro-2-(trifluoromethyl)-6,7-dihydro-5H-cyclopenta[b]pyridin-5-yl)-N,1-dimethyl-1H-pyrazolo[4,3-c]quinoline-8-carboxamide NC1=NC=2C=CC(=CC2C2=C1C=NN2C)C(=O)N(C)[C@H]2C(CC1=NC(=CC=C12)C(F)(F)F)(F)F